COC=1C=C(CC2=NC3=CC(=C(C=C3C(=N2)N)SC#N)OC)C=CC1OC (3,4-dimethoxybenzyl)-7-methoxy-6-thio-cyanatoquinazolin-4-amine